NC1=C(C2=C(S1)SCC21CN(C1)C(C(F)(F)F)=O)C#N 5-amino-1'-(2,2,2-trifluoroacetyl)spiro[2H-thieno[2,3-b]thiophene-3,3'-azetidine]-4-carbonitrile